1-(1-(2-benzylphenoxy)propan-2-yl)-2-methylpiperidine hydrochloride Cl.C(C1=CC=CC=C1)C1=C(OCC(C)N2C(CCCC2)C)C=CC=C1